N-(tetrahydro-2H-pyran-4-yl)-5-(2-(3,3,3-trifluoropropyl)-7H-pyrrolo[2,3-d]pyrimidin-5-yl)pyrazolo[1,5-a]pyridine-3-carboxamide O1CCC(CC1)NC(=O)C=1C=NN2C1C=C(C=C2)C2=CNC=1N=C(N=CC12)CCC(F)(F)F